BrC1=CC(=C(C=C1)[N+]#[C-])Cl 4-BROMO-2-CHLOROPHENYLISOCYANIDE